ethyl 2-(2-((5-(3-(aminomethyl)phenyl)-7-((tetrahydro-2H-pyran-4-yl)methyl)benzofuran-3-yl)methoxy)phenyl)acetate NCC=1C=C(C=CC1)C=1C=C(C2=C(C(=CO2)COC2=C(C=CC=C2)CC(=O)OCC)C1)CC1CCOCC1